C=1(C(=CC=CC1)C(=O)OC(C(O)C(O)C(=O)OC(=O)C=1C(=CC=CC1)C)=O)C di-O-toluoyltartaric acid